2-((3-(2,6-Dioxopiperidin-3-yl)-1-methyl-1H-indazol-7-yl)oxy)-N-(4-(morpholinomethyl)benzyl)acetamide O=C1NC(CCC1C1=NN(C2=C(C=CC=C12)OCC(=O)NCC1=CC=C(C=C1)CN1CCOCC1)C)=O